CCCCCCCCC(CCCCCCCC)OC(CCCCCN(CCN(CCCC(=O)OCCCCCCCCCC)CCO)CCO)=O 6-((2-hydroxyethyl)(2-((2-hydroxyethyl)(4-(decyloxy)-4-oxobutyl)amino)ethyl)amino)hexanoic acid heptadecan-9-yl ester